FC(C(=O)O)(F)F.ClC1=C(C=CC=C1C1=CC(=CC=C1)C1=CC=NN1)[C@@]1(CC(N(C(N1)=N)[C@@H]1C[C@@H](OCC1)C)=O)C (6S)-6-{2-Chloro-3-[3-(1H-pyrazol-5-yl)phenyl]phenyl}-2-imino-6-methyl-3-[(2S,4S)-2-methyl-tetrahydropyran-4-yl]hexahydro-pyrimidin-4-one trifluoroacetic acid salt